(1S,3R,4S,5R)-3-((4-(2-(2-(azetidin-1-yl)propan-2-yl)-4-fluoro-1-isopropyl-1H-benzo[d]imidazol-6-yl)-5-chloropyrimidin-2-yl)amino)-6,8-dioxabicyclo[3.2.1]octan-4-ol N1(CCC1)C(C)(C)C1=NC2=C(N1C(C)C)C=C(C=C2F)C2=NC(=NC=C2Cl)N[C@@H]2C[C@H]1CO[C@@H]([C@H]2O)O1